ClC1=C(C(=CC=C1)Cl)COC=1C=NC(=NC1)N1CCNCCC1 1-{5-[(2,6-dichlorophenyl)methoxy]pyrimidin-2-yl}-1,4-diazacycloheptane